ClC1=C(C=C(C=C1)C=1NC(C=2N(C1)N=C(C2COC)C(=O)OCC)=O)C Ethyl 6-(4-chloro-3-methylphenyl)-3-(methoxymethyl)-4-oxo-4,5-dihydropyrazolo[1,5-a]pyrazine-2-carboxylate